BrC1=C2C(=NC=C1)N(C=C2)S(=O)(=O)C2=CC=CC=C2 4-bromo-1-(benzenesulfonyl)-1H-pyrrolo[2,3-B]pyridine